bis[(Thiaazaindenofluorenyl)phenyl]selenophene S1C2=CC3=C(C=CC=4C=5C=CC=CC5CC34)C2=CC(=N1)C1=C(C=CC=C1)C1=C([Se]C=C1)C1=C(C=CC=C1)C1=NSC2=CC3=C(C=CC=4C=5C=CC=CC5CC34)C2=C1